C1(CC1)C=1N=NN(C1)[C@H](C(=O)N1[C@@H](C[C@H](C1)O)C(=O)NC(C=1SC=CN1)C1=CC=CC=C1)C(C)(C)C (2S,4R)-1-[(2S)-2-(4-cyclopropyltriazol-1-yl)-3,3-dimethyl-butanoyl]-4-hydroxy-N-[phenyl(thiazol-2-yl)methyl]pyrrolidine-2-carboxamide